FC1=C(C(=CC(=C1)[N+](=O)[O-])F)C 1,3-difluoro-2-methyl-5-nitro-benzene